3-(1-oxo-5-(1-(thiazol-4-ylmethyl)piperidin-4-yl)isoindolin-2-yl)piperidine-2,6-dione O=C1N(CC2=CC(=CC=C12)C1CCN(CC1)CC=1N=CSC1)C1C(NC(CC1)=O)=O